[N+](=O)([O-])C1=CC=C(C=C1)C(C=1NC=CC1)C=1NC=CC1 2,2'-((4-nitrophenyl)methylene)bis(1H-pyrrole)